N-(di-p-tolylmethyl)-6-(difluoromethyl)-2-oxo-1,2-dihydropyridine-3-carboxamide C1(=CC=C(C=C1)C(NC(=O)C=1C(NC(=CC1)C(F)F)=O)C1=CC=C(C=C1)C)C